(5-(3,3-difluorocyclopentane-1-carboxamido)-4-fluoro-2-methylphenyl)boronic acid FC1(CC(CC1)C(=O)NC=1C(=CC(=C(C1)B(O)O)C)F)F